C(C)[C@@]1(C[C@H](NC1)C(=O)NCCNC(C1=C(C=C(C=C1)NC=1C=2N(C=CN1)C(=CN2)C=2C(=NNC2)C(F)(F)F)CC)=O)O (2S,4S)-4-ethyl-N-[2-[[2-ethyl-4-[[3-[3-(trifluoromethyl)-1H-pyrazol-4-yl]imidazo[1,2-a]pyrazin-8-yl]amino]benzoyl]amino]ethyl]-4-hydroxypyrrolidine-2-carboxamide